ClC1=C(C#N)C=CC(=C1)N1CC2(C[C@@H]1C)CCN(CC2)C=2N=NC(=CC2)C(=O)N2CCC(CC2)CN2CCC(CC2)C2=CC(=CC=C2)NC2C(NC(CC2)=O)=O 2-Chloro-4-((3S)-8-(6-(4-((4-(3-((2,6-dioxopiperidin-3-yl)amino)phenyl)piperidine-1-yl)methyl)piperidine-1-carbonyl)pyridazin-3-yl)-3-methyl-2,8-diazaspiro[4.5]dec-2-yl)benzonitrile